ClC1=C(C=CC=C1)C=1N=C(SC1)C12CC(C1)(C2)NC(=O)C=2OC(=CC2)C2(CC2)S(=O)(=O)C N-[3-[4-(2-chlorophenyl)thiazol-2-yl]-1-bicyclo[1.1.1]pentanyl]-5-(1-methylsulfonylcyclopropyl)furan-2-carboxamide